CC1(NC(CC(C1)OC1=CC=C(N=N1)C=1C(=CC2=CC(=CC=C2C1)O)O)(C)C)C 3-(6-(2,2,6,6-tetramethylpiperidin-4-yloxy)pyridazin-3-yl)naphthalene-2,7-diol